6-fluoro-7-(2-fluoro-3-(1-(1-(4-fluorophenyl)ethyl)-1H-pyrazol-4-yl)phenyl)-[1,2,4]triazolo[1,5-a]pyridin-2-amine FC=1C(=CC=2N(C1)N=C(N2)N)C2=C(C(=CC=C2)C=2C=NN(C2)C(C)C2=CC=C(C=C2)F)F